[2-[[(2R)-2-[[(2R)-2-amino-3-phenyl-propionyl]amino]-4,4,4-trifluoro-butyryl]amino]hexanoyl]piperidine-4-carboxylic acid methyl ester Tritrifluoroacetate FC(C(=O)O)(F)F.FC(C(=O)O)(F)F.FC(C(=O)O)(F)F.COC(=O)C1CCN(CC1)C(C(CCCC)NC([C@@H](CC(F)(F)F)NC([C@@H](CC1=CC=CC=C1)N)=O)=O)=O